C1=CC(=C(C(=C1)F)NC(=O)CCl)F 2-chloro-N-(2,6-difluorophenyl)acetamide